C1(CC1)N1C=C2C(=NN(C(C2=CC1=O)=O)C)N[C@@H](C)C1=C(C(=CC=C1)C(CO)(F)F)F (S)-6-cyclopropyl-4-((1-(3-(1,1-difluoro-2-hydroxyethyl)-2-fluorophenyl)ethyl)amino)-2-methyl-2,6-dihydropyrido[3,4-d]pyridazine-1,7-dione